2,6-difluorophenylpropionic acid FC1=C(C(=CC=C1)F)C(C(=O)O)C